COC(C1=CC(=C(C(=C1)OC)I)OCC=C)=O Methyl-3-(allyloxy)-4-iodo-5-methoxybenzoate